4-((2-morpholinoethyl)amino)-3-nitrobenzenesulfonamide O1CCN(CC1)CCNC1=C(C=C(C=C1)S(=O)(=O)N)[N+](=O)[O-]